1-((1-acryloylpyrrolidin-3-yl)methyl)-7-chloro-4-(2-isopropyl-4-methylpyridin-3-yl)-6-(5-methyl-1H-indazol-4-yl)-1,4-dihydropyridine C(C=C)(=O)N1CC(CC1)CN1C=CC(C=C1C1=C2C=NNC2=C(C=C1C)Cl)C=1C(=NC=CC1C)C(C)C